N-2,2,2-trifluoroacetyl-piperidine propyl-(2S)-1-[(2S)-2-(3,4,5-trimethoxyphenyl)butanoyl]piperidine-2-carboxylate C(CC)OC(=O)[C@H]1N(CCCC1)C([C@@H](CC)C1=CC(=C(C(=C1)OC)OC)OC)=O.FC(C(=O)N1CCCCC1)(F)F